C(CC(=O)NP(=O)([O-])[O-])[C@@H](C(=O)[O-])[NH3+] The molecule is an organic phosphoramidate anion obtained by deprotonation of the phosphoramidate and carboxy groups as well as protonation of the amino group of N(5)-phospho-L-glutamine; major species at pH 7.3. It is an organic phosphoramidate anion and an alpha-amino-acid anion.